N1=CN=CC2=C1C1=CC=C(C2)N1 6,9-epiminocyclohepta[d]pyrimidin